C(C)(C)(C)OC(=O)O[C@@H]1[C@H]([C@H](N(C1)C(=O)OC(C)(C)C)CC1=CC=C(C=C1)OC)OC(NCCCCCO)=O tert-butyl (2R,3S,4S)-4-[(tert-butoxycarbonyl)oxy]-3-{[(5-hydroxypentyl)carbamoyl]oxy}-2-[(4-methoxyphenyl)methyl]pyrrolidine-1-carboxylate